C1(CC1)N1C[C@@H](CC1=O)CN1N=C2N=C(C=CC2=C1C=O)C1=C(C=C(C=C1C)C(F)(F)F)OCOCC |r| (R and S)-2-((1-cyclopropyl-5-oxopyrrolidin-3-yl)methyl)-6-(2-(ethoxymethoxy)-6-methyl-4-(trifluoro-methyl)phenyl)-2H-pyrazolo[3,4-b]pyridine-3-carbaldehyde